(S)-N-(3-(5-methoxy-1-(2-(3-methoxypyrrolidin-1-yl)-2-oxoethyl)-1H-pyrazol-4-yl)-1-methyl-1H-pyrazolo[3,4-c]pyridin-5-yl)cyclopropanecarboxamide COC1=C(C=NN1CC(=O)N1C[C@H](CC1)OC)C1=NN(C2=CN=C(C=C21)NC(=O)C2CC2)C